C1(CC1)C1=NC=NC(=C1C=1N=CC2=C(N1)N(C(C=C2)=O)CC21C3C4C5(C3C2C5C14)C=1N(C=C(N1)C(F)(F)F)CC)OC 2-(4-cyclopropyl-6-methoxypyrimidin-5-yl)-8-((4-(1-ethyl-4-(trifluoromethyl)-1H-imidazol-2-yl)cuban-1-yl)methyl)pyrido[2,3-d]pyrimidin-7(8H)-one